C(C)OC(=O)C=1N(C=2CCCCC2C1CC(C)(C)C)C1=C(C=CC=C1)OC 1-(2-methoxyphenyl)-3-neopentyl-4,5,6,7-tetrahydro-1H-indole-2-carboxylic acid ethyl ester